FC=1C(=C(C=O)C=C(C1)C1=CN=C(S1)C1=CC(=NC=C1)N1CCCC1)O 3-fluoro-2-hydroxy-5-(2-(2-(pyrrolidin-1-yl)pyridin-4-yl)thiazol-5-yl)benzaldehyde